[Cl-].[Cl-].C1(=CC=C(C=C1)C(=[Zr+2](C1=CC=CC2=C3C(=C4C=5C=CC=CC5CC4=C21)C=CC=C3)C3C=CC=C3)C3=CC(=CC=C3)Cl)C (p-tolyl)(m-chlorophenyl)methylene(cyclopentadienyl)(dibenzofluorenyl)zirconium dichloride